ClC1=C(C(=CC=C1)C)NC(=O)C1=CN=C(S1)NC1=NC(=NC(=C1)N1CCC(CC1)N(C)CC1=CC(=C(C=C1)C1C(NC(CC1)=O)=O)F)C N-(2-chloro-6-methylphenyl)-2-((6-(4-((4-(2,6-dioxopiperidin-3-yl)-3-fluorobenzyl)(methyl)amino)piperidin-1-yl)-2-methylpyrimidin-4-yl)amino)thiazole-5-carboxamide